FC1(CCC(CC1)C=1C=2N(N=C(C1)[C@@H]1C[C@@H](OCC1)C1=CN(C(C=C1)=O)C)C(C(=C(N2)C)C)=O)F 9-(4,4-difluorocyclohexyl)-7-[(2R,4S)-2-(6-keto-1-methyl-3-pyridyl)tetrahydropyran-4-yl]-2,3-dimethyl-pyrimido[1,2-b]pyridazin-4-one